O1CC[C@@H](C2=CC=CC=C12)NC(=O)C=1C=NC2=C(N=CC(=C2C1N1CCOCC1)OC)C1=C(C(=CC=C1)Cl)Cl N-[(4S)-chroman-4-yl]-8-(2,3-dichlorophenyl)-5-methoxy-4-(morpholin-4-yl)-1,7-naphthyridine-3-carboxamide